[Sn].COCC(C)OC 1,2-dimethyl-Oxypropane stannum